CC1=NN2C(N=CC=C2C2CNCCC2)=C1 methyl-7-(piperidin-3-yl)pyrazolo[1,5-a]pyrimidine